propenyl-pyrazoleamide C(=CC)C=1C(=NNC1)C(=O)N